IC=1C=C(C=CC1OC1=CC=C(C=C1)C1=NC2=C(N1)C=C(C=C2)C(NC(C)C)=N)C2=NC1=C(N2)C=C(C=C1)C(NC(C)C)=N 2-(3-Iodo-4-(4-(6-(N-isopropylcarbamimidoyl)-1H-benzo[d]imidazol-2-yl)phenoxy)phenyl)-N-isopropyl-1H-benzo[d]imidazole-6-carboximidamide